Succinic acid (S)-1-({[(S)-2-((S)-2-acetoxy-propionyloxy)-propionyl]-tert-butyl-amino}-methyl)-2-(4-morpholin-4-yl-[1,2,5]thiadiazol-3-yloxy)-ethyl ester ethyl ester C(C)OC(CCC(=O)O[C@H](COC1=NSN=C1N1CCOCC1)CN(C(C)(C)C)C([C@H](C)OC([C@H](C)OC(C)=O)=O)=O)=O